6,6-dimethyltetrahydro-2H-pyran-3-amine CC1(CCC(CO1)N)C